(S)-N-((1S,3S,4R)-3,4-dihydroxy-4-(trifluoromethyl)cyclohexyl)-4-(5-(5-fluoro-2-methoxypyridin-4-yl)-1H-pyrazole-3-carbonyl)-4-azaspiro[2.5]octane-7-carboxamide O[C@H]1C[C@H](CC[C@@]1(C(F)(F)F)O)NC(=O)[C@H]1CCN(C2(CC2)C1)C(=O)C1=NNC(=C1)C1=CC(=NC=C1F)OC